C1(CCC1)OC1=C(C(=NC=C1)OC)C1=CNC2=NC(=CC=C21)NC(=O)[C@H]2[C@@H](C2)CN(C)C trans-N-[3-(4-cyclobutoxy-2-methoxypyridin-3-yl)-1H-pyrrolo[2,3-b]pyridin-6-yl]-2-[(dimethylamino)methyl]cyclopropane-1-carboxamide